ClC1=C(C(C=2C=CC(=NC2C1=O)C)=O)NC1=CC=C(C=C1)N1CCN(CC1)S(=O)(=O)C 7-Chloro-2-methyl-6-((4-(4-(methylsulfonyl)piperazin-1-yl)phenyl)amino)chinolin-5,8-dion